(2S,5R)-5-(2-chlorophenyl)-1-(2'-(trifluoromethyl)-[1,1'-biphenyl]-4-carbonyl)pyrrolidine-2-carboxylic acid ClC1=C(C=CC=C1)[C@H]1CC[C@H](N1C(=O)C1=CC=C(C=C1)C1=C(C=CC=C1)C(F)(F)F)C(=O)O